5-[4-[(3R,4S)-3-cyano-3-cyclopropyl-4-methyl-2-oxopyrrolidin-1-yl]pyrazolo[1,5-a]pyrazin-6-yl]-N-methylpyridine-2-carboxamide C(#N)[C@@]1(C(N(C[C@H]1C)C=1C=2N(C=C(N1)C=1C=CC(=NC1)C(=O)NC)N=CC2)=O)C2CC2